COC=1C=C(C=CC1OC)C1=CC=NC=2N1N=C(C2)C(=O)NC2=CC=C(C(=O)OCCC)C=C2 propyl 4-(7-(3,4-dimethoxyphenyl)pyrazolo[1,5-a]pyrimidine-2-carboxamido)benzoate